N=1C=CN2C1C=CC(=C2)CN2CC1(C2)CC(C1)NC(=O)N1[C@@H](CN(C[C@@H]1C)C1=NC=C(C=N1)C(F)(F)F)C (2R,6S)-N-(2-{imidazo[1,2-a]pyridin-6-ylmethyl}-2-azaspiro[3.3]heptan-6-yl)-2,6-dimethyl-4-[5-(trifluoromethyl)pyrimidin-2-yl]piperazine-1-carboxamide